C12COCC(CC(C1)C1=CNC3=C1N=NC(=C3)C3=C(C=C(C=C3)C=3C=NNC3)O)N2 2-[7-(3-oxa-9-azabicyclo[3.3.1]non-7-yl)-5H-pyrrolo[3,2-c]pyridazin-3-yl]-5-(1H-pyrazol-4-yl)phenol